C(C(C)C)(=O)OC[C@@H]1[C@H](OC[C@@H]1CC1=CC(=C(C=C1)OC)OC)C1=CC(=C(C(=C1)OC)OC)OC ((2S,3R,4R)-4-(3,4-dimethoxybenzyl)-2-(3,4,5-trimethoxyphenyl)tetrahydrofuran-3-yl)methyl isobutyrate